SCCCS(=O)(=O)O 3-Mercapto-1-propanesulfonic acid